2-(4-(6-((4-chloro-6-(1H-1,2,3-triazol-1-yl)pyridin-3-yl)methoxy)pyridin-2-yl)-2,5-difluorobenzyl)-1-(2-(difluoromethoxy)ethyl)-1H-benzo[d]imidazole-6-carboxylic acid ClC1=C(C=NC(=C1)N1N=NC=C1)COC1=CC=CC(=N1)C1=CC(=C(CC2=NC3=C(N2CCOC(F)F)C=C(C=C3)C(=O)O)C=C1F)F